(1-methyl-1H-indol-7-yl)methanone CN1C=CC2=CC=CC(=C12)C=O